6-((4-chloro-2-fluorobenzyl)oxy)-3'-methyl-2'-oxo-[2,4'-bipyridine] ClC1=CC(=C(COC2=CC=CC(=N2)C2=C(C(NC=C2)=O)C)C=C1)F